(1-(2,6-dichloropyrimidin-4-yl)piperidin-4-yl)methanol Propyl-4-methylbenzenesulfonate C(CC)C1=C(C=CC(=C1)C)S(=O)(=O)OCC1CCN(CC1)C1=NC(=NC(=C1)Cl)Cl